N-Cyclopentyl-2-phenyloxazole-4-carboxamide C1(CCCC1)NC(=O)C=1N=C(OC1)C1=CC=CC=C1